(6,6-difluorospiro[3.3]Hept-2-yl)(2-hydroxyethyl)carbamic acid tert-butyl ester C(C)(C)(C)OC(N(CCO)C1CC2(C1)CC(C2)(F)F)=O